3-{3-[(1S)-1-amino-2,3-dihydro-1H-inden-5-yl]-5-[1-(difluoromethyl)pyrazol-3-yl]imidazo[4,5-b]pyridin-2-yl}pyridin-2-amine N[C@H]1CCC2=CC(=CC=C12)N1C(=NC=2C1=NC(=CC2)C2=NN(C=C2)C(F)F)C=2C(=NC=CC2)N